3-ETHYL-CYCLOBUTANECARBOXYLIC ACID C(C)C1CC(C1)C(=O)O